1-(3,5-diisopropyl-[1,1':4',1''-terphenyl]-4-yl)-2-(2-(methyl-d3)dibenzo[b,d]furan-4-yl-6-d)-1H-benzo[d]imidazole C(C)(C)C=1C=C(C=C(C1N1C(=NC2=C1C=CC=C2)C2=CC(=CC1=C2OC2=C1C=CC=C2[2H])C([2H])([2H])[2H])C(C)C)C2=CC=C(C=C2)C2=CC=CC=C2